O=C([C@H](CCCC)NC(OC(C(C1=CC(=CC=C1)F)(F)F)C1=CC=CC=C1)=O)N[C@H](C=O)C[C@H]1C(NCC1)=O 2,2-difluoro-2-(3-fluorophenyl)-1-phenylethyl ((S)-1-oxo-1-(((S)-1-oxo-3-((S)-2-oxopyrrolidin-3-yl)propan-2-yl)amino)hexan-2-yl)carbamate